ethyl 4-(3-bromo-5-fluoro-4-methoxyphenyl)-4-chloropiperidine-1-carboxylate BrC=1C=C(C=C(C1OC)F)C1(CCN(CC1)C(=O)OCC)Cl